Methyl (4'-((tert-butoxycarbonyl)amino)-[1,1'-biphenyl]-4-carbonyl)-L-serinate C(C)(C)(C)OC(=O)NC1=CC=C(C=C1)C1=CC=C(C=C1)C(=O)N[C@@H](CO)C(=O)OC